ClC1=CC=C(C=C1)NC=1C=2C=CN(C2C=CC1)C1=NC=C(C=C1)[N+](=O)[O-] N-(4-chlorophenyl)-1-(5-nitropyridin-2-yl)-1H-indol-4-amine